OC1=C(CNC2=CC=C(C=C2)S(=O)(=O)O)C=CC=C1 4-[(2-hydroxybenzyl)amino]benzenesulfonic acid